rac-(1R,2R,4S)-7-azabicyclo[2.2.1]heptan-2-ol [C@H]12[C@@H](C[C@H](CC1)N2)O |r|